N-(2-(((2'-(3-((4-(((1-acetylpiperidin-4-yl)amino)methyl)-3-fluoropyridin-2-yl)amino)-2-chlorophenyl)-3'-chloro-6-methoxy-[2,4'-bipyridin]-5-yl)methyl)amino)ethyl)acetamide C(C)(=O)N1CCC(CC1)NCC1=C(C(=NC=C1)NC=1C(=C(C=CC1)C1=NC=CC(=C1Cl)C1=NC(=C(C=C1)CNCCNC(C)=O)OC)Cl)F